N1(CCNCC1)CCCCC1CCN(CC1)C(=O)[O-] 4-(4-(Piperazin-1-yl)butyl)piperidine-1-carboxylate